C[Mg]Cl methylmagnesium chloride